(E)-3-(4-(3-oxo-3-phenylprop-1-en-1-yl)phenoxy)-2,3-dihydrothiazolo[3,2-a]pyridin-4-ium chloride [Cl-].O=C(/C=C/C1=CC=C(OC2CSC3=[N+]2C=CC=C3)C=C1)C1=CC=CC=C1